ClN1N=CC2=C(C=CC=C12)I chloro-4-iodo-1H-indazole